bicyclohexane-4,4-diol C1(CCC(CC1)(O)O)C1CCCCC1